FC1=CC=C(C=C1)C(C[Al](CC(C)C1=CC=C(C=C1)F)CC(C)C1=CC=C(C=C1)F)C tris[2-(4-fluoro-phenyl)-propyl]aluminum